ClC1=CC=C(C(=N1)C(=O)OC(C)(C)C)N[C@H](C)C=1C=C(C=C2C(C(=C(OC12)C=1C=NNC1)C)=O)C tert-Butyl 6-chloro-3-[[(1R)-1-[3,6-dimethyl-4-oxo-2-(1H-pyrazol-4-yl)chromen-8-yl]ethyl]amino]pyridine-2-carboxylate